C(C)OC(C(C(C(C)C)C#N)=O)=O 3-cyano-4-methyl-2-oxopentanoic acid ethyl ester